Cl.FC=1C(=NC(=NC1)NC1CCN(CC1)S(=O)(=O)C)C=1C=C2C=CC(=NC2=C(C1)F)C 5-Fluoro-4-(8-fluoro-2-methylquinolin-6-yl)-N-(1-(methylsulfonyl)piperidin-4-yl)pyrimidin-2-amine hydrochloride